C(CC=O)=O malonaldehyde